C(CCCCCC)(=O)O.N1C=NC=C1 imidazole heptanoate